2-(2-chloro-5-methoxypyridin-4-yl)-5-methoxy-N-(5-methoxy-1,3,4-thiadiazol-2-yl)-4-methylbenzamide ClC1=NC=C(C(=C1)C1=C(C(=O)NC=2SC(=NN2)OC)C=C(C(=C1)C)OC)OC